ethyl 4-(3-methoxy-2-methylphenyl)-3-methyl-1H-pyrrole-2-carboxylate COC=1C(=C(C=CC1)C=1C(=C(NC1)C(=O)OCC)C)C